N-(2-(2-(dimethylamino)ethoxy)-5-(4-(4-((6-(trifluoromethyl)pyridazin-3-yl)oxy)phenyl)-piperidine-1-carbonyl)phenyl)-1-phenylmethanesulfonamide CN(CCOC1=C(C=C(C=C1)C(=O)N1CCC(CC1)C1=CC=C(C=C1)OC=1N=NC(=CC1)C(F)(F)F)NS(=O)(=O)CC1=CC=CC=C1)C